C(C1=CC=CC=C1)OC1=CC2=C(N(N=N2)C2CC(C2)(F)F)C=C1 5-(benzyloxy)-1-(3,3-difluorocyclobutyl)-1H-benzo[d][1,2,3]triazole